4-bromo-2-(bromomethyl)-6-methylbenzoic acid methyl ester COC(C1=C(C=C(C=C1C)Br)CBr)=O